2-(6,7-dimethoxy-3,4-dihydroisoquinolin-2(1H)-yl)-N-(4-(3-(hydroxymethyl)imidazo[1,2-a]pyridin-2-yl)phenyl)acetamide COC=1C=C2CCN(CC2=CC1OC)CC(=O)NC1=CC=C(C=C1)C=1N=C2N(C=CC=C2)C1CO